tert-butyl ((1-(6-chloro-5-cyanopyrazin-2-yl)-4-fluoropiperidin-4-yl)methyl)carbamate ClC1=C(N=CC(=N1)N1CCC(CC1)(F)CNC(OC(C)(C)C)=O)C#N